N2-[4-(azetidin-3-ylmethylamino)phenyl]-N4-[2-(6-methyl-2-pyridyl)pyrrolo[2,1-f][1,2,4]triazin-4-yl]pyrimidine-2,4-diamine N1CC(C1)CNC1=CC=C(C=C1)NC1=NC=CC(=N1)NC1=NC(=NN2C1=CC=C2)C2=NC(=CC=C2)C